methyl 4-formylbicyclo[2.2.2]octane-1-carboxylate C(=O)C12CCC(CC1)(CC2)C(=O)OC